[Cl-].OC(C[N+](C)(C)C)CO (2,3-dihydroxypropyl)trimethylammonium chloride